tert-butyl 3-((1-((7-fluoro-2-methyl-2H-indazol-5-yl)carbamoyl)-2,3-dihydro-1H-pyrrolo[2,3-b]pyridin-4-yl)oxy)pyrrolidine-1-carboxylate FC1=CC(=CC2=CN(N=C12)C)NC(=O)N1CCC=2C1=NC=CC2OC2CN(CC2)C(=O)OC(C)(C)C